4-(3,4-dichlorobenzyl)-N-hydroxy-3-oxo-3,4-dihydro-2H-benzo[b][1,4]oxazine-6-carboxamide ClC=1C=C(CN2C3=C(OCC2=O)C=CC(=C3)C(=O)NO)C=CC1Cl